2-isobutyrylamino-4-methyl-N-((R)-2-methyl-3-oxo-3-(((S)-11-oxo-2,3,10,11-tetrahydro-1h,5h-benzo[d]pyrazolo[1,2-a][1,2]diazepin-10-yl)amino)propyl)thiazole-5-carboxamide C(C(C)C)(=O)NC=1SC(=C(N1)C)C(=O)NC[C@H](C(N[C@H]1C2=C(CN3N(C1=O)CCC3)C=CC=C2)=O)C